(3,3-difluoro-azetidin-1-yl)methanone FC1(CN(C1)C=O)F